[SiH3][SiH2][SiH3] trisilane